(S)-2-((tert-butoxycarbonyl)amino)-3,3-diphenylpropanoic acid C(C)(C)(C)OC(=O)N[C@H](C(=O)O)C(C1=CC=CC=C1)C1=CC=CC=C1